BrC1=C(C=CC=C1)N(C(C(=C)C)=O)CC1=CC=C(C=C1)C(C)(C)C N-(2-bromophenyl)-N-(4-(tert-butyl)benzyl)methacrylamide